4-Bromo-5-fluoro-2-(3-oxa-8-azabicyclo[3.2.1]oct-8-yl)benzoic acid BrC1=CC(=C(C(=O)O)C=C1F)N1C2COCC1CC2